FC1=CC(=C(C2=CN(N=C12)C)N1[C@@H]2CN([C@H](C1)C2)C(=O)OC(C)(C)C)[N+](=O)[O-] tert-butyl (1S,4S)-5-(7-fluoro-2-methyl-5-nitro-2H-indazol-4-yl)-2,5-diazabicyclo[2.2.1]heptane-2-carboxylate